N-(6-methoxy-2-((1S,4S)-4-methoxy-4-((2-(piperidin-4-yl)ethoxy)methyl)cyclohexyl)-2H-Indazol-5-yl)-6-(trifluoromethyl)pyridinecarboxamide COC=1C(=CC2=CN(N=C2C1)C1CCC(CC1)(COCCC1CCNCC1)OC)NC(=O)C1=NC(=CC=C1)C(F)(F)F